3-phenoxybenzoic acid hydrazide O(C1=CC=CC=C1)C=1C=C(C(=O)NN)C=CC1